NC=1C(=C(OCC#CC2CN(CC2)C(=O)OC(C)(C)C)C=C(C1)C(N)=O)NC\C=C\CNC1=C(C=C(C=C1OC)C(=O)OC)N tert-butyl (E)-3-(3-(3-amino-2-((4-((2-amino-6-methoxy-4-(methoxycarbonyl)phenyl)amino)but-2-en-1-yl)amino)-5-carbamoylphenoxy)prop-1-yn-1-yl)pyrrolidine-1-carboxylate